ClC1=C(C=C(C(=C1)C)C=1C=NC2=CC(=NC=C2C1)N(C)CC1=CC=C(C=C1)OC)NC(=O)C1=NC=CC(=C1)C(C)(C)C#N N-(2-chloro-5-(7-((4-methoxybenzyl)(methyl)amino)-1,6-naphthyridin-3-yl)-4-methylphenyl)-4-(2-cyanoprop-2-yl)pyridineamide